(6-Amino-3',4',5',6'-tetrahydro-2'H-[3,4']bipyridinyl-1'-yl)-[5-(4-fluoro-phenyl)-4-methoxy-pyridin-2-yl]-methanone NC1=CC=C(C=N1)C1CCN(CC1)C(=O)C1=NC=C(C(=C1)OC)C1=CC=C(C=C1)F